N[C@H](C(=O)NCC1=C(C(=CC=C1)Cl)F)CCCC (S)-2-amino-N-(3-chloro-2-fluorophenylmethyl)hexanamide